NC=1C=C(C=CC1)C(C)(C)C1=CC=C(C(=O)O)C=C1 4-(1-(3-aminophenyl)-1-methylethyl)benzoic acid